6-amino-1-methyl-1H-benzo[d]imidazole-5-carboxylic acid methyl ester COC(=O)C1=CC2=C(N(C=N2)C)C=C1N